O[C@@]12C(C=3C=CSC3N=C2N(CC1)C1=CC=C(C#N)C=C1)=O (9S)-4-{9-Hydroxy-8-oxo-4-thia-2,12-diazatricyclo[7.3.0.03,7]dodeca-1,3(7),5-trien-12-yl}benzonitrile